3-(2-methoxyphenyl)-1H-pyrazol-5-amine COC1=C(C=CC=C1)C1=NNC(=C1)N